(2R,4S)-1-[(2R)-2-(4-cyclopropyltriazol-1-yl)-3,3-dimethyl-butanoyl]-4-hydroxy-N-(1-methyl-4,5,6,7-tetrahydrobenzotriazol-5-yl)pyrrolidine-2-carboxamide C1(CC1)C=1N=NN(C1)[C@@H](C(=O)N1[C@H](C[C@@H](C1)O)C(=O)NC1CC2=C(N(N=N2)C)CC1)C(C)(C)C